NN[C@@H](C)C(=O)O N-amino-L-alanine